(E)-tert-butyl 10-((dimethylamino)methylene)-9-oxo-3-azaspiro[5.5]undec-7-ene-3-carboxylate CN(C)\C=C/1\C(C=CC2(CCN(CC2)C(=O)OC(C)(C)C)C1)=O